BrC=1C=C(C=C2C(N(C(=NC12)N1CCOCC1)C)=O)I 8-bromo-6-iodo-3-methyl-2-morpholino-quinazolin-4-one